CNC(=O)C=1N=CC=C(C(=O)O)C1 6-(methylcarbamoyl)isonicotinic acid